C(C)C(CC1(CCCCC1)CC(CCCC)CC)CCCC bis(2-ethylhexyl)cyclohexane